3-(5-fluoro-1-methyl-6-(1-(((3R,4R)-3-methylpiperidin-4-yl)methyl)piperidin-4-yl)-1H-indazol-3-yl)piperidine-2,6-dione FC=1C=C2C(=NN(C2=CC1C1CCN(CC1)C[C@H]1[C@H](CNCC1)C)C)C1C(NC(CC1)=O)=O